CN(CCN1C(C2=CC=CC=3C2=C(C1=O)C=CC3NN)=O)C 2-(2-(dimethylamino)ethyl)-6-hydrazino-1H-benzo[de]isoquinoline-1,3(2H)-dione